[O-]P([O-])(=O)OP(=O)([O-])[O-].[Yb+3].[Na+] Natrium-Ytterbium diphosphat